2-((3-(5-Isopropoxypyridin-2-yl)-1,2,4-thiadiazol-5-yl)amino)-N,N-dimethyl-5-(trifluoromethyl)pyridine-3-sulfonamide C(C)(C)OC=1C=CC(=NC1)C1=NSC(=N1)NC1=NC=C(C=C1S(=O)(=O)N(C)C)C(F)(F)F